1-bromo-3-(ethoxymethyl)benzene BrC1=CC(=CC=C1)COCC